tert-butyl ((S)-1-((2S,4R)-4-hydroxy-2-((4-(4-methylthiazol-5-yl)benzyl)carbamoyl)-pyrrolidin-1-yl)-3,3-dimethyl-1-oxobutan-2-yl)carbamate O[C@@H]1C[C@H](N(C1)C([C@H](C(C)(C)C)NC(OC(C)(C)C)=O)=O)C(NCC1=CC=C(C=C1)C1=C(N=CS1)C)=O